C12CC(CC2C1)N1C(C(=CC2=C1N=C(N=C2)S(=O)C)C#N)=O 8-(bicyclo[3.1.0]hexan-3-yl)-2-(methylsulfinyl)-7-oxo-7,8-dihydropyrido[2,3-d]pyrimidine-6-carbonitrile